[Br-].[Br-].N1=CC=CC2=CC=C3C=CC=NC3=C12.[Co+2] cobalt 1,10-phenanthroline dibromide